ClC1=C(C=C(C=C1)F)C1=CC=C(N=N1)NC1C[C@@H]2[C@@H](CN(C2)CCCOC)C1 (3aR,5s,6aS)-N-(6-(2-Chloro-5-fluorophenyl)pyridazin-3-yl)-2-(3-methoxypropyl)octahydrocyclopenta[c]pyrrol-5-amine